N-(4-((5-ethynyl-7-oxo-8-phenyl-7,8-dihydropyrido[2,3-d]pyrimidin-2-yl)amino)-3-methoxyphenyl)-2-methoxy-N-methylacetamide C(#C)C1=CC(N(C=2N=C(N=CC21)NC2=C(C=C(C=C2)N(C(COC)=O)C)OC)C2=CC=CC=C2)=O